COC1=CC=C(C=C1)C(OC[C@]12O[C@H]([C@H](NC1)[C@@H]2O)N2C(NC(C(=C2)C)=O)=O)(C2=CC=CC=C2)C2=CC=C(C=C2)OC (1R,3R,4R,7S)-1-[[bis(4-methoxyphenyl)-phenyl-methoxy]methyl]-7-hydroxy-3-(5-methyl-2,4-dioxo-pyrimidin-1-yl)-2-oxa-5-azabicyclo[2.2.1]heptane